2,2,5-trimethyl-1,3-dioxane-5-carboxylic acid, 2-(allyloxy)ethyl ester CC1(OCC(CO1)(C(=O)OCCOCC=C)C)C